(E)-(3-(2-([1,1'-Biphenyl]-2-yl)vinyl)-1H-indazol-5-yl)(7-oxa-2-azaspiro[3.5]nonan-2-yl)methanone C1(=C(C=CC=C1)/C=C/C1=NNC2=CC=C(C=C12)C(=O)N1CC2(C1)CCOCC2)C2=CC=CC=C2